11-methoxy-4,5,6,7-tetrahydro-1H-cyclopenta[a]pyrrolo[3,4-c]carbazole-1,3(2H)-dione COC=1C=2C3=C4C(=C5C(=C3NC2C=CC1)CCC5)C(NC4=O)=O